C(CCCCCC\C=C/C\C=C/CCCCC)C(O[Si](OCCCCCCN(CC#C)C)(C)C)OCC(SSCCCCCCCCCC)CCCCCCCC 10-((8Z,11Z)-heptadeca-8,11-dien-1-yl)-N,8,8-trimethyl-13-octyl-N-(prop-2-yn-1-yl)-7,9,11-trioxa-14,15-dithia-8-silapentacosan-1-amine